C1=CC=CC=2C3=CC=CC=C3C(C12)COC(=O)N[C@@H]1[C@H](CCC1)/C=C/C(=O)O (E)-3-((1R,2S)-2-((((9H-fluoren-9-yl)methoxy)carbonyl)amino)cyclopentyl)acrylic acid